N-(4-(2-aminobutan-2-yl)pyrimidin-2-yl)cyclopropanesulfonamide hydrochloride Cl.NC(C)(CC)C1=NC(=NC=C1)NS(=O)(=O)C1CC1